decahydro-1,3-methanonaphthalene C12CC(CC3CCCCC13)C2